CN1C(C2=CC=C(C=C2C1)C=1N=NC(=C(C1)C(F)(F)F)NC1C[C@@H]2[C@@H](CN(C2)CC2CCOCC2)C1)=O 2-methyl-5-(6-(((3aR,5s,6aS)-2-((tetrahydro-2H-pyran-4-yl)methyl)octahydro-cyclopenta[c]pyrrol-5-yl)amino)-5-(trifluoro-methyl)pyridazin-3-yl)isoindolin-1-one